FC1=C(OC2CCC(CC2)C(=O)OCC)C=C(C(=C1)OC)C(N[C@@H]1[C@H]2CC[C@@H]([C@@H]1C(NC[C@@H](CC)C)=O)C2)=O |&1:32| Ethyl (1S,4s)-4-(2-fluoro-4-methoxy-5-(((1S,2R,3S,4R)-3-(((RS)-2-methylbutyl)carbamoyl)bicyclo[2.2.1]heptan-2-yl)carbamoyl)phenoxy)cyclohexane-1-carboxylate